NC([C@@H](CN(CCC[C@H](C(C)C)N1CC2(C1)CN(CC2)C=2N=CN=NC2OC2=C(C(=O)N(C(C)C)C(C)C)C=C(C=C2)F)C)C)=O 2-((5-(2-((R)-6-(((R)-3-amino-2-methyl-3-oxopropyl)(methyl)amino)-2-methylhex-3-yl)-2,6-diazaspiro[3.4]oct-6-yl)-1,2,4-triazin-6-yl)oxy)-5-fluoro-N,N-diisopropylbenzamide